1-(8-Amino-7-fluoro-6-(8-methyl-2,3-dihydro-1H-pyrido[2,3-b][1,4]oxazin-7-yl)isoquinolin-3-yl)-3-(3-methoxytetrahydro-2H-pyran-4-yl)urea NC=1C(=C(C=C2C=C(N=CC12)NC(=O)NC1C(COCC1)OC)C1=C(C2=C(OCCN2)N=C1)C)F